C(C)OC(=O)C=1N=C2N(C=CC=C2)C1C(F)(F)F (trifluoromethyl)imidazo[1,2-a]pyridine-2-carboxylic acid ethyl ester